FC=1C=C2N(CCN(C2=CC1)C(C(C)N1[C@@H](CCC1)C)=O)C1=CC=C(C=C1)F 1-(6-Fluoro-4-(4-fluorophenyl)-3,4-dihydroquinoxaline-1(2H)-yl)-2-((R)-2-methylpyrrolidin-1-yl)propan-1-one